(1-cyclopentyl-5-(N-morpholinyl)-6-oxo-1,6-dihydro-pyridazin-3-yl)boronic acid C1(CCCC1)N1N=C(C=C(C1=O)N1CCOCC1)B(O)O